allyloxy-2-hydroxypropylphosphonic acid C(C=C)OCC(CP(O)(O)=O)O